3-(5-(((4-((3-chloro-4-fluorophenyl)amino)-7-methoxyquinazolin-6-yl)oxy)methyl)-1-oxoisoindolin-2-yl)piperidine-2,6-dione ClC=1C=C(C=CC1F)NC1=NC=NC2=CC(=C(C=C12)OCC=1C=C2CN(C(C2=CC1)=O)C1C(NC(CC1)=O)=O)OC